CC1=CC=CC(=N1)C1=NC=CC(=N1)NC1=NC(=NC=C1)NC1=CC=C(C=C1)NC(=O)C1CCNCC1 N-[4-[[4-[[2-(6-methyl-2-pyridyl)pyrimidin-4-yl]amino]pyrimidin-2-yl]amino]phenyl]piperidine-4-carboxamide